6-bromo-1-methyl-indazole-5-carboxylate BrC1=C(C=C2C=NN(C2=C1)C)C(=O)[O-]